1-benzyl 2-methyl (2R,3S,5R)-3-[[(4-methoxyphenyl)methyl]amino]-5-methylpyrrolidine-1,2-dicarboxylate COC1=CC=C(C=C1)CN[C@@H]1[C@@H](N([C@@H](C1)C)C(=O)OCC1=CC=CC=C1)C(=O)OC